2-((2-Methoxyphenoxy)methyl)-3-methylpyridine COC1=C(OCC2=NC=CC=C2C)C=CC=C1